ClC=1C(=NC(=NC1)NC1=CC=C(C(=O)NCCCCCCC(=O)NO)C=C1)NC1=C(C=CC=C1)N(S(=O)(=O)C)C 4-((5-chloro-4-((2-(N-methylmethylsulfonamido)phenyl)amino)pyrimidin-2-yl)amino)-N-(7-(hydroxyamino)-7-oxoheptyl)benzamide